5-((4-(8-fluoro-7-methyl-[1,2,4]triazolo[1,5-a]pyridin-6-yl)piperidin-1-yl)sulfonyl)-3-methylisothiazole FC=1C=2N(C=C(C1C)C1CCN(CC1)S(=O)(=O)C1=CC(=NS1)C)N=CN2